[O-]P([O-])(=O)OP(=O)([O-])[O-].[Na+].S(=O)(=O)(O)O.[Fe+3] ferric sulfate sodium pyrophosphate